FC(N1N=CC(=C1)C=1C=CC2=C(N=C(S2)NC(CC2=CC(=C(OC3=C(C(=O)N)C=CC=N3)C=C2)F)=O)C1)F 2-(4-(2-((5-(1-(difluoromethyl)-1H-pyrazol-4-yl)benzo[d]thiazol-2-yl)amino)-2-oxoethyl)-2-fluorophenoxy)nicotinamide